C(C)(=O)N1CCC(CC1)NCC=1C=CC=NC1OC 5-(((1-acetylpiperidin-4-yl)amino)methyl)-6-methoxypyridin